N-cyclopropyl-3-nitroaniline C1(CC1)NC1=CC(=CC=C1)[N+](=O)[O-]